C(C)OCCOCCOCCOC triethylene glycol methyl Ethyl ether